COC(C)(C)C methyl-tertiary-butylether